7-(chloromethyl)-3-ethyl-4-thioxo-3,4-dihydroquinazolin-2(1H)-one ClCC1=CC=C2C(N(C(NC2=C1)=O)CC)=S